ClC=1C=C(C(=O)NCC2=C(C=CC3=C2N(C(=N3)C)C)OC)C=CC1OC(F)F 3-chloro-4-(difluoromethoxy)-N-((6-methoxy-1,2-dimethyl-1H-benzimidazol-7-yl)methyl)benzamide